CC1CC2CC2CCCCCCCCCC(C1)=O 3-methyl-bicyclo[13.1.0]hexadecan-5-one